OC1(CCN(CC1)C)C1=CC=CC(=N1)NC=1C2=C(C(=NC1)C1=C3C(=NC=C1)N(C=C3)C)CNC2=O 7-((6-(4-hydroxy-1-methylpiperidin-4-yl)pyridin-2-yl)amino)-4-(1-methyl-1H-pyrrolo[2,3-b]pyridin-4-yl)-2,3-dihydro-1H-pyrrolo[3,4-c]pyridin-1-one